NC1=C2C(=NC=N1)N(N=C2C=2C=C(C(=NC2)OC)NS(=O)(=O)C)[C@@H](C)C=2C=C1N(C(C2C2=CC(=CC=C2)F)=O)C(=CS1)C (S)-N-(5-(4-amino-1-(1-(6-(3-fluorophenyl)-3-methyl-5-oxo-5H-thiazolo[3,2-a]pyridin-7-yl)ethyl)-1H-pyrazolo[3,4-d]pyrimidin-3-yl)-2-methoxypyridin-3-yl)methanesulfonamide